lithium N-butoxide [O-]CCCC.[Li+]